tert-butyl (R)-5-((R)-2-(hydroxymethyl)morpholino)-3-((methyl((S)-5,6,7,8-tetrahydroquinolin-8-yl)amino)methyl)-3,4-dihydroisoquinoline-2(1H)-carboxylate OC[C@@H]1OCCN(C1)C1=C2C[C@@H](N(CC2=CC=C1)C(=O)OC(C)(C)C)CN([C@H]1CCCC=2C=CC=NC12)C